C(C)(C)(C)OC(=O)N1CCC2(CC1)C(NC1=CC=C(C=C12)C(=O)O)=O 1'-(t-butoxycarbonyl)-2-oxospiro[indole-3,4'-piperidine]-5-carboxylic acid